N-[(5-chlorothiophen-2-yl)methyl]-3-[1-(morpholine-4-carbonyl)azetidin-3-yl]-1-(1,3-thiazole-4-carbonyl)-1H-pyrazol-5-amine ClC1=CC=C(S1)CNC1=CC(=NN1C(=O)C=1N=CSC1)C1CN(C1)C(=O)N1CCOCC1